C(C=C)(=O)OCC(C)CO 2-hydroxymethylpropyl acrylate